(3R)-5-hydroxy-3-[2-(hydroxymethyl)-7-nitro-1H-indol-3-yl]-2,3-dihydro-1H-isoindol-1-one OC=1C=C2[C@@H](NC(C2=CC1)=O)C1=C(NC2=C(C=CC=C12)[N+](=O)[O-])CO